ClC1=CC(=C2C(C(=CN(C2=N1)C1=NC(=NS1)C=1C=NC=CC1)C(=O)OCC)=O)C ethyl 7-chloro-5-methyl-4-oxo-1-[3-(pyridin-3-yl)-1,2,4-thiadiazol-5-yl]-1,4-dihydro-1,8-naphthyridine-3-carboxylate